2-(3-(4-(methylsulfonyl)piperidin-1-yl)propyl)isoindoline-1,3-dione CS(=O)(=O)C1CCN(CC1)CCCN1C(C2=CC=CC=C2C1=O)=O